(5-(aminomethyl)furan-2-yl)methanol NCC1=CC=C(O1)CO